CN(C1CC2(CN(C2)C(=O)C=2C=CC(=NC2)C#N)C1)C=1C2=C(N=CN1)NC=C2 5-(6-(Methyl(7H-pyrrolo[2,3-d]pyrimidin-4-yl)amino)-2-azaspiro[3.3]heptan-2-carbonyl)picolinonitril